N,N'-(2,2,4-trimethylhexamethylene)bis(2-aminocarboxy-propane-1,3-diol) CC(CNC(C(O)C(=O)O)CO)(CC(CCNC(C(O)C(=O)O)CO)C)C